7-[(2,3-difluoro-6-methoxyphenyl)methoxy]-1,3-benzoxazole-5-amine FC1=C(C(=CC=C1F)OC)COC1=CC(=CC=2N=COC21)N